C(C)(C)(C)[Si](OC)(OC)CCCCCCCC tertiary butyl-octyl-dimethoxysilane